2-(5-(1,3-dioxan-2-yl)-1-methyl-1H-imidazol-2-yl)-5-bromo-3-(ethylsulfonyl)pyridine O1C(OCCC1)C1=CN=C(N1C)C1=NC=C(C=C1S(=O)(=O)CC)Br